FC(C(=O)O)(F)F.ClC=1C=C(C(=C(C1)NS(=O)(=O)N1C[C@@H](CC1)F)F)C=1C(=NN(C1)C1=NC=C(C=C1)N1C[C@H](NCC1)C)C1=CC=NC=C1 (3R)-N-[5-chloro-2-fluoro-3-(1-{5-[(3R)-3-methylpiperazin-1-yl]pyridin-2-yl}-3-(pyridin-4-yl)pyrazol-4-yl)phenyl]-3-fluoropyrrolidine-1-sulfonamide trifluoroacetic acid salt